2-(3-iodophenyl)-6-(trifluoromethyl)-1H-benzo[d]imidazole IC=1C=C(C=CC1)C1=NC2=C(N1)C=C(C=C2)C(F)(F)F